BrC=1C=NC(=NC1)COCC#C 5-bromo-2-(prop-2-ynyloxymethyl)pyrimidine